1-(3-fluorophenyl)-N-methyl-ethanamine FC=1C=C(C=CC1)C(C)NC